tert-butyl 4-(3-(4-cyanophenyl)-1,2,4-oxadiazol-5-yl)piperazine-1-carboxylate C(#N)C1=CC=C(C=C1)C1=NOC(=N1)N1CCN(CC1)C(=O)OC(C)(C)C